CN(C=1SC=2CN([C@@H](CC2N1)C)C(=O)OC(C)(C)C)C (R)-tert-butyl 2-(dimethylamino)-6-methyl-6,7-dihydrothiazolo[5,4-c]pyridine-5(4H)-carboxylate